O[C@@H]1CN(CCC1)CC1=CC2=C(C(N(C=C2C(F)(F)F)C2=CC(=CC=C2)C2(CCC2)C2=NN=CN2C)=O)N1 2-[[(3S)-3-hydroxy-1-piperidinyl]methyl]-6-[3-[1-(4-methyl-1,2,4-triazol-3-yl)cyclobutyl]phenyl]-4-(trifluoromethyl)-1H-pyrrolo[2,3-c]pyridin-7-one